3-(octahydroindolizin-7-yl)-benzofuran C1CCN2CCC(CC12)C1=COC2=C1C=CC=C2